6-((1-(4-(difluoromethyl)phenyl)-4-methyl-1H-1,2,3-triazol-5-yl)methoxy)pyridazin-3-ylpiperazine-2-carboxylate FC(C1=CC=C(C=C1)N1N=NC(=C1COC1=CC=C(N=N1)OC(=O)C1NCCNC1)C)F